5-(Cyclopropylamino)-6-(1-methylbenzimidazol-4-yl)-3-(4-morpholinoanilino)pyrazine-2-carboxamide C1(CC1)NC=1N=C(C(=NC1C1=CC=CC=2N(C=NC21)C)C(=O)N)NC2=CC=C(C=C2)N2CCOCC2